vinyl-pyridine N-oxide C(=C)C1=[N+](C=CC=C1)[O-]